C(C)OC1=C(C=CC=C1)C1=CC=C(C(=N1)C(=O)N[C@H]1CN(CC1)C(=O)OCC1=CC=CC=C1)N1[C@@H](CNCC1)CC benzyl (R)-3-(6-(2-ethoxyphenyl)-3-((R)-2-ethylpiperazin-1-yl)picolinamido)pyrrolidine-1-carboxylate